2-(3,4-epoxycyclohexyl)Ethyltriethoxysilane Tert-butyl-3-aminoazetidine-1-carboxylate C(C)(C)(C)OC(=O)N1CC(C1)N.C1(CC2C(CC1)O2)CC[Si](OCC)(OCC)OCC